methyl 4-bromo-3-((tert-butyloxycarbonyl-(5-((tert-butyl(dimethyl)silyl)oxymethyl)-3-pyridyl)amino)methyl)benzoate BrC1=C(C=C(C(=O)OC)C=C1)CN(C=1C=NC=C(C1)CO[Si](C)(C)C(C)(C)C)C(=O)OC(C)(C)C